3-(benzyloxy)-1-(2-(3,4-dichlorophenyl)-2-oxoethyl)-2-methylpyridin-4(1H)-one C(C1=CC=CC=C1)OC1=C(N(C=CC1=O)CC(=O)C1=CC(=C(C=C1)Cl)Cl)C